ClC1=CC=CC=2N1N=C(C2)[C@H]2N(CCC1=C2N=CN1)C(=O)C=1OC(=NN1)C1=NC=CC=C1F (S)-(4-(7-chloropyrazolo[1,5-a]pyridin-2-yl)-6,7-dihydro-1H-imidazo[4,5-c]pyridin-5(4H)-yl)(5-(3-fluoropyridin-2-yl)-1,3,4-oxadiazol-2-yl)methanone